C(C)C1=NN2C(NC3=C(C2=O)CN(C3=O)C3=CC=CC=C3)=C1 2-ethyl-6-phenyl-6,7-dihydro-4H-pyrazolo[1,5-a]pyrrolo[3,4-d]pyrimidine-5,8-dione